2-(3-((E)-((3aR,6aS)-hexahydrocyclopenta[c]pyrrol-5(1H)-ylidene)methyl)-1,2,4-triazin-6-yl)-5-(2-methoxypyridin-4-yl)phenol C1NC[C@H]2[C@@H]1CC(C2)=CC=2N=NC(=CN2)C2=C(C=C(C=C2)C2=CC(=NC=C2)OC)O